C(C)(C)(C)C1=CC(=CC2=CC=CC=C12)C=1N=CC(=C2C1SC=C2C)F 7-(4-tert-butyl-2-naphthyl)-4-fluoro-3-methyl-thieno[2,3-c]pyridine